O1CC(CC1)C1=C(N=C2N1C=CC=C2)C(=O)N (tetrahydrofuran-3-yl)imidazo[1,2-a]pyridine-2-carboxamide